C(C)(=O)OCC(=O)N[C@@H]1CC[C@H](CC1)C(N(C[C@@H]1CC[C@H](CC1)C1=CC(=C(C=C1)OC)C)C1=NC=CC(=C1)C=1C=NN(C1)C1CC1)=O 2-((trans-4-((4-(1-Cyclopropyl-1H-pyrazol-4-yl)pyridin-2-yl)((trans-4-(4-methoxy-3-methylphenyl)cyclohexyl)methyl)carbamoyl)-cyclohexyl)amino)-2-oxoethyl acetate